ClC1=C(C=C(C=C1)F)C(C(=O)O)C 2-(2-chloro-5-fluorophenyl)propionic acid